2-(2-(6-propylpyridin-3-yl)ethyl)-6-((tetrahydro-2H-pyran-2-yl)methoxy)-3-(trifluoromethyl)pyridin-4-ol C(CC)C1=CC=C(C=N1)CCC1=NC(=CC(=C1C(F)(F)F)O)OCC1OCCCC1